ClC=1C=C2C(=CC1)NC(C21CCN(CC1)CCOC=1C=NC2=C(N=CC=C2C1)C1CC(C1)(C)O)=O 5-chloro-1'-[2-({8-[(trans)-3-hydroxy-3-methylcyclobutyl]-1,7-naphthyridin-3-yl}oxy)ethyl]-1,2-dihydrospiro[indole-3,4'-piperidin]-2-one